calcium vitamin C OC=1[C@H](OC(C1O)=O)[C@H](CO)O.[Ca]